CN1C(=NC(=C1)C)NCC1=NC=C(C=C1)C(F)(F)F 1,4-Dimethyl-N-((5-(trifluoromethyl)pyridin-2-yl)methyl)-1H-imidazol-2-amine